C1(=CC=C(C=C1)C(=O)Cl)C1=CC=C(C=C1)C(=O)Cl Biphenyl-4,4'-dicarboxylic acid dichloride